(1H-pyrazolo[4,3-b]pyridin-3-yl)methanone N1N=C(C2=NC=CC=C21)C=O